C(C)S(=O)(=O)C=1C(=NC=CC1)C=1OC2=C(N1)C=C(C=C2)S(=O)(=O)C(F)(F)F 2-(3-(ethanesulfonyl)pyridin-2-yl)-5-(trifluoromethanesulfonyl)benzoxazole